CN1N=C2C(=C1)CNC2 2-methyl-2,4,5,6-tetrahydropyrrolo[3,4-c]pyrazole